FC1=CC=C(CC=2C(=NC(=NC2)NCC2=CC=C(C=C2)OCC(C)C)C2CN(CC2)C)C=C1 (4-fluorobenzyl)-N-(4-isobutoxybenzyl)-4-(1-methylpyrrolidin-3-yl)pyrimidin-2-amine